ClC=1C=CC2=C([C@@H](C[C@@H](O2)C(=O)NC23CC(C2)(C3)N3N=CC(=C3)C(=S)N3C[C@H](CC3)OC(F)(F)F)O)C1 (2R,4R)-6-chloro-4-hydroxy-N-(3-{4-[(3S)-3-(trifluoromethoxy)pyrrolidine-1-carbothioyl]-1H-pyrazol-1-yl}bicyclo[1.1.1]pentan-1-yl)-3,4-dihydro-2H-1-benzopyran-2-carboxamide